ClC1=NC(=NC=C1C(=O)OCC)SC ethyl 4-chloro-2-methylthio-5-pyrimidinecarboxylate